D-azido-lysine N[C@H](CCCCN=[N+]=[N-])C(=O)O